ClC1=CC(=NC=C1)CNC1=C2N=CN(C2=NC(=N1)C=1C=NC=C(C1)F)C1[C@@H]([C@@H]([C@@]2(C[C@H]12)C(=O)NC)O)O (1S,2R,3S,5S)-4-(6-(((4-chloropyridin-2-yl)methyl)amino)-2-(5-fluoropyridin-3-yl)-9H-purin-9-yl)-2,3-dihydroxyl-N-methylbicyclo[3.1.0]hexane-1-formamide